(5R,6R,8R,9R)-8-(4-((tert-Butoxycarbonyl) amino)-6-chloro-1H-pyrazolo[3,4-d]pyrimidin-1-yl)-6-(hydroxymethyl)-2,2-dimethyl-1,3,7-trioxaspiro[4.4]nonane-9-acetate C(C)(C)(C)OC(=O)NC1=C2C(=NC(=N1)Cl)N(N=C2)[C@@H]2O[C@@H]([C@]1(COC(O1)(C)C)[C@H]2CC(=O)[O-])CO